[(3aR,7aR)-2-[1-(2,2-difluoroethyl)-1H-pyrazolo[3,4-b]pyrazin-6-yl]-octahydro-1H-pyrrolo[3,4-c]pyridin-5-yl]-2-(trifluoromethyl)pyridine FC(CN1N=CC=2C1=NC(=CN2)N2C[C@H]1CN(CC[C@H]1C2)C=2C(=NC=CC2)C(F)(F)F)F